OCC=1C=C(CNCCCCOCCNC2=C3C=NNC3=CC(=C2)CC#N)C=C(C1)OC(F)(F)F 2-(4-((2-(4-((3-(hydroxymethyl)-5-(trifluoromethoxy)benzyl)amino)butoxy)ethyl)amino)-1H-indazol-6-yl)acetonitrile